2,5-Dimethoxy-4-(methylsulfonyl)amphetamine COC1=C(CC(N)C)C=C(C(=C1)S(=O)(=O)C)OC